1-(heptadecan-9-yl) 17-(octan-3-yl) 9-oxoheptadecanedioate O=C(CCCCCCCC(=O)OC(CCCCCCCC)CCCCCCCC)CCCCCCCC(=O)OC(CC)CCCCC